C(CCCCCCCCCCCC)P(O)(O)O.C(CCCCCCCCCCCC)P(O)(O)O.C(CCCCCCC)O[Ti](OCCCCCCCC)(OCCCCCCCC)OCCCCCCCC tetraoctyloxytitanium [bis(tridecylphosphite)]